NC1=C(C(=O)N2CCC(CC2)N2C3=C(N=CC2=O)C=C(C=N3)NCC3COC3)C=CC(=C1)OC(F)(F)F 4-{1-[2-Amino-4-(trifluoromethoxy)benzoyl]piperidin-4-yl}-7-[(oxetan-3-ylmethyl)amino]pyrido[2,3-b]pyrazin-3-one